(cis)-4-({2-[(cis)-4-[4-Fluoro-2-(trifluoromethyl)-phenyl]cyclohexyl]ethyl}amino)cyclohexan FC1=CC(=C(C=C1)[C@H]1CC[C@H](CC1)CCNC1CCCCC1)C(F)(F)F